6-Bromo-2H-benzo[b][1,4]oxazine-4(3H)-carboxylic acid tert-butyl ester C(C)(C)(C)OC(=O)N1C2=C(OCC1)C=CC(=C2)Br